CC1=C(C=CC(=C1)OC1=CC=C(C=C1)[N+](=O)[O-])C1=C(C=CC=C1)C 2,2'-dimethyl-4-(4-nitrophenoxy)-1,1'-biphenyl